[3-(2-ethoxy)benzylaminopropyl]4-methylbenzoic acid CCOC=1C=C(CNCCCC2=C(C(=O)O)C=CC(=C2)C)C=CC1